C1(CC1)C=1N=CN(C1)C1CC2(CN(C2)C(=O)N2CC(C2)OCC2=C(C=C(C=C2)F)F)C1 [6-(4-cyclopropylimidazol-1-yl)-2-azaspiro[3.3]heptan-2-yl]-[3-[(2,4-difluorophenyl)methoxy]azetidin-1-yl]methanone